FC(S(=O)(=O)[O-])(F)F.FC(S(=O)(=O)[O-])(F)F.[Ca+2] calcium bis(trifluoromethanesulfonate)